N-{2-[4-fluoro-2-({phenyl[5-(propan-2-yl)pyridin-2-yl]methyl}carbamoyl)pyrrolidin-1-yl]-2-oxoethyl}-4-(2,2,2-trifluoroethyl)piperazine-1-carboxamide FC1CC(N(C1)C(CNC(=O)N1CCN(CC1)CC(F)(F)F)=O)C(NC(C1=NC=C(C=C1)C(C)C)C1=CC=CC=C1)=O